IC=1C=CC(=NC1)C1(CCCC1)C#N 1-(5-iodo-pyridin-2-yl)-cyclopentane-1-carbonitrile